CN1C(\C(\C2=NC=CC=C21)=C(\C2=CC=CC=C2)/NC2=CC=C(C=C2)N(C(CN2CCN(CC2)C)=O)C)=O (Z)-methyl-3-(((4-(N-methyl-2-(4-methylpiperazin-1-yl)acetamido)phenyl)amino)(phenyl)methylene)-2-oxo-2,3-dihydro-1H-pyrrolo[3,2-b]pyridine